Methacryloyl-lysine t-butyl-acrylate tert-butyl-methacrylate C(C)(C)(C)C=C(C(=O)O)C.C(C)(C)(C)C(C(=O)O)=C.C(C(=C)C)(=O)N[C@@H](CCCCN)C(=O)O